C1(CC1)CN1C=CC2=NNC(C(=C21)C2=CC=C(C=C2)OC(F)F)=O 5-(cyclopropylmethyl)-4-(4-(difluoromethoxy)phenyl)-2,5-dihydro-3H-pyrrolo[3,2-c]pyridazin-3-one